CN1N=C(C=C1CN1C(N(C(C2=CC(=CC=C12)S(=O)(=O)NC1(CC1)C)=O)CC1=CN=C(S1)C)=O)C 1-[(1,3-Dimethyl-1H-pyrazol-5-yl)methyl]-1,2,3,4-tetrahydro-N-(1-methylcyclopropyl)-3-[(2-methyl-5-thiazolyl)methyl]-2,4-dioxo-6-quinazolinesulfonamide